CN1N=C(C2=CC=CC(=C12)N1CCN(CC1)C[C@H]1[C@H](CNCC1)C)C1C(NC(CC1)=O)=O 3-(1-methyl-7-(4-(((3r,4r)-3-methylpiperidin-4-yl)methyl)piperazin-1-yl)-1H-indazol-3-yl)piperidine-2,6-dione